1-[2-chloro-6-(trifluoromethyl)-3-pyridyl]-3-[(1S)-1-(2-pyrimidin-2-yl-1,2,4-triazol-3-yl)ethyl]urea ClC1=NC(=CC=C1NC(=O)N[C@@H](C)C=1N(N=CN1)C1=NC=CC=N1)C(F)(F)F